(S)- or (R)-2-(1,5-Dimethyl-1H-pyrazol-3-yl)-but-3-yn-2-ol CN1N=C(C=C1C)[C@](C)(C#C)O |o1:7|